BrC=1C(=NC(=CC1)C(=O)OC)OC[C@@H]1CN(CCN1)C(=O)OC(C)(C)C tert-butyl (S)-3-(((3-bromo-6-(methoxycarbonyl)pyridin-2-yl)oxy)methyl)piperazine-1-carboxylate